Methylvinylether COC=C